(S)-4-(2-(5-Fluoropyridin-2-yl)-6-(methoxymethyl)-6-methyl-4,5,6,7-tetrahydropyrazolo[1,5-a]pyridin-3-yl)-6-methyl-1H-pyrazolo[3,4-b]pyridine FC=1C=CC(=NC1)C1=NN2C(CC[C@](C2)(C)COC)=C1C1=C2C(=NC(=C1)C)NN=C2